N-(5-((4-chlorobenzyl)oxy)-1,3,4-thiadiazol-2-yl)-3-(3-(2-(dimethylamino)ethoxy)phenyl)isonicotinamide ClC1=CC=C(COC2=NN=C(S2)NC(C2=C(C=NC=C2)C2=CC(=CC=C2)OCCN(C)C)=O)C=C1